(9H-fluorene-9-yl)methyl (azetidine-3-ylmethyl)(cyclopropyl)carbamate hydrochloride Cl.N1CC(C1)CN(C(OCC1C2=CC=CC=C2C=2C=CC=CC12)=O)C1CC1